(R)-2-amino-N-(4-(chlorodifluoromethoxy)phenyl)-6-(3-hydroxypyrrolidin-1-yl)-5-(1H-pyrazol-5-yl)nicotinamide NC1=C(C(=O)NC2=CC=C(C=C2)OC(F)(F)Cl)C=C(C(=N1)N1C[C@@H](CC1)O)C1=CC=NN1